ClC1=CC(=C(C=C1)CSC1=NNC=C1)F 3-[(4-chloro-2-fluoro-phenyl)methylsulfanyl]-1H-pyrazole